C(C)(=O)C=1C=C(C=C2C(N(C(=NC12)C1CCOCC1)C)=O)F 8-acetyl-6-fluoro-3-methyl-2-tetrahydropyran-4-yl-quinazolin-4-one